(S)-N-(3-(4-(4-aminobut-1-yn-1-yl)furan-2-yl)prop-2-yn-1-yl)-2-(4-(4-chlorophenyl)-2,3,9-trimethyl-6H-thieno[3,2-f][1,2,4]triazolo[4,3-a][1,4]diazepin-6-yl)acetamide NCCC#CC=1C=C(OC1)C#CCNC(C[C@H]1C=2N(C3=C(C(=N1)C1=CC=C(C=C1)Cl)C(=C(S3)C)C)C(=NN2)C)=O